FC(C1=CC=C(CBr)C=C1)(F)F 4-trifluoromethylbenzyl bromide